CC(CO)OCC(OCC(OCCC)C)C 2,5,8-trimethyl-3,6,9-trioxadodecane-1-ol